BrC1=C(C=C(C=C1)C(F)(F)F)OCOCC 1-bromo-2-(ethoxymethoxy)-4-(trifluoromethyl)benzene